ClC=1C=C(OC2=CC=C(C=C2)C2=CC=CN3C2=NS(CC3)(=O)=O)C=CC1 9-[4-(3-chlorophenoxy)phenyl]-3,4-dihydropyrido[2,1-c][1,2,4]thiadiazine 2,2-dioxide